FC(C1=CC2=C(SC(=C2)C(N[C@H]2CCCC[C@@H]3N(C2=O)[C@@H](CC3)C(=O)N3CC(C3)(C3=NC=CC=C3)NC(COC)=O)=O)C=C1)P(O)(O)=O (fluoro(2-(((3S,6S,10aS)-3-(3-(2-methoxyacetamido)-3-(pyridin-2-yl)azetidine-1-carbonyl)-5-oxodecahydropyrrolo[1,2-a]azocin-6-yl)carbamoyl)benzo[b]thiophen-5-yl)methyl)phosphonic acid